5-bromo-N-(butylsulfonyl)-6-chloro-1H-indole-3-carboxamide BrC=1C=C2C(=CNC2=CC1Cl)C(=O)NS(=O)(=O)CCCC